C(#N)CC1(CNC1)C1=CC=C(OC=2C=CC(=C(C2)C2=NN(C=C2NC(=O)C=2C=NN3C2N=CC=C3)C)OC(F)F)C=C1 N-[3-[5-[4-[3-(cyanomethyl)azetidin-3-yl]phenoxy]-2-(difluoromethoxy)phenyl]-1-methyl-pyrazol-4-yl]pyrazolo[1,5-a]pyrimidine-3-carboxamide